BrC1=NN=C(S1)CN1C2(CC2)C(N(C1=O)CC(F)(F)F)=O 4-((5-bromo-1,3,4-thiadiazol-2-yl)methyl)-6-(2,2,2-trifluoroethyl)-4,6-diazaspiro[2.4]heptane-5,7-dione